tert-butyl (3R,5R)-1-(2-(4-cyano-1H-pyrazol-1-yl)-4-(4-fluorophenyl)cyclopentyl)-5-fluoropiperidin-3-ylcarbamate C(#N)C=1C=NN(C1)C1C(CC(C1)C1=CC=C(C=C1)F)N1C[C@@H](C[C@H](C1)F)NC(OC(C)(C)C)=O